2,2-dimethylpropionyl 2,2-dimethylpropionate CC(C(=O)OC(C(C)(C)C)=O)(C)C